4-[2-(benzyloxy)-5-(2-hydroxyethyl)phenyl]-6-methyl-1,6-dihydro-7H-pyrrolo[2,3-c]pyridin-7-one C(C1=CC=CC=C1)OC1=C(C=C(C=C1)CCO)C=1C2=C(C(N(C1)C)=O)NC=C2